2-(2-methoxyphenyl)imidazole COC1=C(C=CC=C1)C=1NC=CN1